C(C)(C)(C)OC(NCCCCCCCCOS(=O)(=O)C)=O.CN1C(N(C2=C1C=CC=C2)C)C2=CC=C(C=C2)C2N(C1=C(N2C)C=CC=C1)C 1,4-bis(1,3-dimethyl-2,3-dihydro-1H-benzimidazol-2-yl)benzene tert-butyl-N-[8-(methanesulfonyloxy)octyl]carbamate